C(C1=CC=CC=C1)OC1=CC(=C(C=C1C)C(C=O)(C)C)C(F)(F)F 2-[4-benzyloxy-5-methyl-2-(trifluoromethyl)phenyl]-2-methyl-propanal